4-chloro-N-(1-(2-(1-methyl-1H-pyrazol-4-yl)benzo[d]oxazol-5-yl)-1H-pyrazol-3-yl)-1H-indazol-5-amine ClC1=C2C=NNC2=CC=C1NC1=NN(C=C1)C=1C=CC2=C(N=C(O2)C=2C=NN(C2)C)C1